C(CCCCCCCCC(=O)Cl)(=O)Cl Sebacic dichloride